C(C)(C)(C)C1=C(C(=CC(=C1)C)C(C)(C)C)O 2,6-ditertiarybutyl-4-methylphenol